(S)-9,10-difluoro-6-(((1-(6-nitropyridin-3-yl)piperidin-3-yl)amino)methyl)-2,3-dihydro-7H-[1,4]oxazino[2,3,4-ij]quinolin-7-onephosphonic acid FC=1C=C2C(C(=CN3C2=C(C1F)O[C@H](C3)P(O)(=O)O)CNC3CN(CCC3)C=3C=NC(=CC3)[N+](=O)[O-])=O